C[C@H]1[C@@H]([C@H]([C@H]([C@@H](O1)OC2=CC3=C(C(=C2)OC(=O)C)C(=O)C(=C(O3)C4=CC(=C(C=C4)OC(=O)C)OC(=O)C)O[C@H]5[C@@H]([C@H]([C@@H]([C@H](O5)CC(=O)C)OC(=O)C)OC(=O)C)OC(=O)C)OC(=O)C)OC(=O)C)OC(=O)C The molecule is a quercetin O-glucoside that is the decaacetate ester derivative of petiolaroside. Isolated from the aerial parts of Delphinium staphisagria, it exhibits trypanocidal activity. It has a role as a metabolite, a trypanocidal drug and a plant metabolite. It is a beta-D-glucoside, an acetate ester and a quercetin O-glucoside. It derives from an alpha-L-rhamnopyranose and a petiolaroside.